2-(3-fluoropyridin-4-yl)-7-(oxetan-2-ylmethyl)-4-oxo-1h,6h,7h-pyrrolo[3,2-c]Pyridine-5-carboxylic acid tert-butyl ester C(C)(C)(C)OC(=O)N1C(C2=C(C(C1)CC1OCC1)NC(=C2)C2=C(C=NC=C2)F)=O